5-bromo-N-(2,2-difluoro-1,3-benzodioxol-5-yl)-3-fluoro-2-methoxypyridine-4-carboxamide BrC=1C(=C(C(=NC1)OC)F)C(=O)NC1=CC2=C(OC(O2)(F)F)C=C1